N,N'-bis(1-naphthylmethyl)oxamide C1(=CC=CC2=CC=CC=C12)CNC(=O)C(=O)NCC1=CC=CC2=CC=CC=C12